C(C)(C)(C)OC(=O)C=1C(=CC(N(C1)C1CC1)=O)C(=O)O 5-(tert-Butoxycarbonyl)-1-cyclopropyl-2-oxo-1,2-dihydropyridine-4-carboxylic acid